C1(=CC=CC=C1)N1C(=NC2=C1C1=CC=CC=C1C=1C=CC=CC12)C=1C=C(C=CC1)C=1C=CC=2N(C3=CC=CC=C3C2C1)C1=CC=C(C#N)C=C1 4-(3-(3-(1-phenyl-1H-phenanthro[9,10-d]imidazol-2-yl)phenyl)-9H-carbazol-9-yl)benzonitrile